FC1=CC2=C(C=C1N1C(CCC1)=O)OC(C1=C2C=NC(=C1)NC(OC(C)(C)C)=O)(C)C tert-butyl (9-fluoro-5,5-dimethyl-8-(2-oxopyrrolidin-1-yl)-5H-chromeno[4,3-c]pyridin-3-yl)carbamate